rel-(S)-(5-(Pyrazin-2-yl)isochroman-1-yl)methanamine hydrochloride salt Cl.N1=C(C=NC=C1)C1=C2CCO[C@@H](C2=CC=C1)CN |o1:12|